NC([C@H](CCC(=O)OC(C)(C)C)N1C(C2=CC=CC(=C2C1=O)[N+](=O)[O-])=O)=O tert-butyl (S)-5-amino-4-(4-nitro-1,3-dioxoisoindolin-2-yl)-5-oxopentanoate